C(C)OC(COCC1CN(CCO1)C(=O)OC(C)(C)C)=O Tert-butyl 2-((2-ethoxy-2-oxoethoxy)methyl)morpholine-4-carboxylate